Ammonium iron(3+) [Fe+3].[NH4+]